NC1=NC=C(C2=C1C=NN2)NC(C(N2[C@H](CC[C@@H](C2)C)[C@@H]2COCCC2)=O)=O |&1:20| N-(4-amino-1H-pyrazolo[4,3-c]pyridin-7-yl)-2-oxo-2-[(2R,5S)-5-methyl-2-[rac-(3R)-tetrahydropyran-3-yl]-1-piperidyl]acetamide